(1R,3S)-3-(3-(3-(benzofuran-4-yl)isothiazole-5-carboxamido)-1H-pyrazol-5-yl)cyclopentyl isopropylcarbamate C(C)(C)NC(O[C@H]1C[C@H](CC1)C1=CC(=NN1)NC(=O)C1=CC(=NS1)C1=CC=CC2=C1C=CO2)=O